C1(=CC=CC=C1)C1=NSC(=C1C1CC1)C(=O)NC1=CC(=NC=C1)C(F)(F)F 3-PHENYL-4-CYCLOPROPYL-N-(2-(TRIFLUOROMETHYL)PYRIDIN-4-YL)ISOTHIAZOLE-5-CARBOXAMIDE